bromo-N-(7-methoxy-4-(1-methyl-3-phenyl-1H-pyrazol-4-yl)quinazolin-6-yl)acrylamide BrC(C(=O)NC=1C=C2C(=NC=NC2=CC1OC)C=1C(=NN(C1)C)C1=CC=CC=C1)=C